NC=1C=CC(=NC1)NCCNC(CCC(=O)NCCNC1=NC=C(C=C1)N)=O N1,N4-bis(2-((5-aminopyridin-2-yl)amino)ethyl)succinamide